C(CCCCCCCCCCCCCCC)CCCCCCCCCCCCCCCCCCNCCCCCCCCCCCCCCCCCCCCCCCCCCCCCCCCCC bis-cetylstearyl-amine